2-chloro-N-(2-(1-(4-((4-chlorophenyl)amino)piperidine-4-carbonyl)piperidin-4-yl)ethyl)acetamide hydrochloride Cl.ClCC(=O)NCCC1CCN(CC1)C(=O)C1(CCNCC1)NC1=CC=C(C=C1)Cl